FC1=C(C(=CC=C1)F)CN1N=C(N=C1)C(=O)N[C@H]1C(N(C=2N(CC1)C=NC2)C)=O 1-[(2,6-difluorophenyl)methyl]-N-[(3R)-1-methyl-2-oxo-4,5-dihydro-3H-imidazo[1,5-a][1,3]diazepin-3-yl]-1,2,4-triazole-3-carboxamide